10-{3,5-bis(trichloromethyl)phenyl}decanyl-trimethoxysilane ethyl-2-(2-((7-(4,4,5,5-tetramethyl-1,3,2-dioxaborolan-2-yl)benzofuran-5-yl)methoxy)-4-(trifluoromethyl)phenyl)acetate C(C)OC(CC1=C(C=C(C=C1)C(F)(F)F)OCC=1C=C(C2=C(C=CO2)C1)B1OC(C(O1)(C)C)(C)C)=O.ClC(C=1C=C(C=C(C1)C(Cl)(Cl)Cl)CCCCCCCCCC[Si](OC)(OC)OC)(Cl)Cl